Cyclopropyl-(3-fluoro-4-(((6-(piperidin-4-yl)pyridin-2-yl)oxy)methyl)phenyl)methanone C1(CC1)C(=O)C1=CC(=C(C=C1)COC1=NC(=CC=C1)C1CCNCC1)F